N=1C=NN2C1C=CC(=C2)C2=CC(=NN2C2=NC(=CC=C2)C)CC(=O)NC2=CC=C(C=C2)S(=O)(=N)C 5-([1,2,4]Triazolo[1,5-a]pyridin-6-yl)-N-(4-(S-methylsulfonimidoyl)phenyl)-1-(6-methylpyridin-2-yl)-1H-pyrazol-3-carboxyamid